COCOC=1C(=CC2=CN(N=C2C1C)C)C1=NC=C(C(=N1)C)C(=O)[O-].[Na+] sodium 2-(6-(methoxymethoxy)-2,7-dimethyl-2H-indazol-5-yl)-4-methylpyrimidine-5-carboxylate